(12aR)-8-chloro-9-(2-methoxy-6-methylphenyl)-10-[(trimethylsilyl)ethynyl]-3,4,12,12a-tetrahydro-6H-pyrazino[2,1-c][1,4]benzoxazepine-2(1H)-carboxylic acid tert-butyl ester C(C)(C)(C)OC(=O)N1C[C@@H]2COC3=C(CN2CC1)C=C(C(=C3C#C[Si](C)(C)C)C3=C(C=CC=C3C)OC)Cl